C(C)(C)(C)OC(=O)N1C[C@@H](N[C@@H](C1)C=1C(=C2C(OC(C2=CC1)=O)([2H])[2H])C)C (3S,5R)-3-methyl-5-(4-methyl-1-oxo-1,3-dihydroisobenzofuran-5-yl-3,3-d2)piperazine-1-carboxylic acid tert-butyl ester